Tert-butyl (S)-2-((2-allyl-5-methylphenyl)(methyl)carbamoyl)pyrrolidine-1-carboxylate C(C=C)C1=C(C=C(C=C1)C)N(C(=O)[C@H]1N(CCC1)C(=O)OC(C)(C)C)C